(S)-1-(9H-fluoren-9-yl)-5-methyl-3,6-dioxo-2,9-dioxa-4,7-diazaundecane-11-yl 4-methylbenzenesulfonate CC1=CC=C(C=C1)S(=O)(=O)OCCOCNC([C@@H](NC(OCC1C2=CC=CC=C2C=2C=CC=CC12)=O)C)=O